β-Lysine NC(CC(=O)O)CCCN